6-methyl-4-[5-methylsulfonyl-2-[3-[3-(4-piperidyl)propyl]phenoxy]phenyl]-1H-pyrrolo[2,3-c]pyridin-7-one CN1C(C2=C(C(=C1)C1=C(C=CC(=C1)S(=O)(=O)C)OC1=CC(=CC=C1)CCCC1CCNCC1)C=CN2)=O